C1(=CC=C(C=C1)CO)C1=CC=CC=C1 [1,1'-biphenyl]-4-ylmethanol